caprylic acid isostearate C(CCCCCCCCCCCCCCC(C)C)(=O)O.C(CCCCCCC)(=O)O